N-(2-methoxypyridin-4-yl)-2-(6-azaspiro[2.5]oct-6-yl)-5-(trifluoromethyl)-nicotinamide COC1=NC=CC(=C1)NC(C1=C(N=CC(=C1)C(F)(F)F)N1CCC2(CC2)CC1)=O